[(1S,2R,4aR,8aR)-1,2,4a-trimethyl-5-methylidene-3,4,6,7,8,8a-hexahydro-2H-naphthalen-1-yl]methyl-5-ethoxy-2-hydroxycyclohexa-2,5-diene-1,4-dione C[C@@]1([C@@H](CC[C@]2(C(CCC[C@H]12)=C)C)C)CC1=C(C(C=C(C1=O)OCC)=O)O